Cl.ClC=1N=NC(=C(N1)N1CC2(CNC2)CC1)OC1=C(C(=O)N(C(C)C)CC)C=C(C=C1)F 2-((3-chloro-5-(2,6-diazaspiro[3.4]octan-6-yl)-1,2,4-triazin-6-yl)oxy)-N-ethyl-5-fluoro-N-isopropylbenzamide hydrochloride